CC1=NOC=C1C(=O)O 3-methylisoxazole-4-formic acid